C12CN(CC2C1)CCC1=NN(C2=CC(=C(C=C12)OC)F)C1OCCCC1 3-(2-(3-azabicyclo[3.1.0]hexan-3-yl)ethyl)-6-fluoro-5-methoxy-1-(tetrahydro-2H-pyran-2-yl)-1H-indazole